Cl.NC(C=1C=CC(=C(C#N)C1)F)C1=CC(=C(C=C1)F)Cl 5-(amino(3-chloro-4-fluorophenyl)methyl)-2-fluorobenzonitrile hydrochloride